COCC1CNC2=CC=CC=C12 3-(methoxymethyl)indoline